CC1(CNCC1)C 3,3-dimethylpyrrolidin